(2R,3R)-2,3-bis[(4-methylbenzoyl)oxy]butanedioic acid CC1=CC=C(C(=O)O[C@@H](C(=O)O)[C@H](C(=O)O)OC(C2=CC=C(C=C2)C)=O)C=C1